CC1(OB(OC1(C)C)C1=CC=C(C=C1)C1=CC=C(C=C1)C1=CC=C(C=C1)C#N)C 4-(4,4,5,5-tetramethyl-[1,3,2]dioxaborolan-2-yl)-[1,1':4',1'']terphenyl-4''-carbonitrile